BrC1=C(C=CC=2C(N(S(C21)(=O)=O)CC2=CC=C(C=C2)OC)=O)OC=2C=C(C#N)C=C(C2)F 3-((7-bromo-2-(4-methoxybenzyl)-1,1-dioxido-3-oxo-2,3-dihydrobenzo[d]isothiazol-6-yl)oxy)-5-fluorobenzonitrile